2,6-dimethoxyhydroquinone Methyl-3-(4-iodophenyl)-4-nitrobutanoate COC(CC(C[N+](=O)[O-])C1=CC=C(C=C1)I)=O.COC1=C(O)C(=CC(=C1)O)OC